NSSCCCS(=O)(=O)O 3-(aminothiothio)-1-propanesulfonic acid